C[C@@H]1[C@@H](C[C@@H](C(N1CC(F)(F)F)=O)NC(=O)C=1NC=2CC[C@]3(C(NC4=NC=CC=C43)=O)CC2C1)C1=C(C(=CC=C1F)F)F (S)-N-((3S,5S,6R)-6-methyl-2-oxo-1-(2,2,2-trifluoroethyl)-5-(2,3,6-triFluorophenyl)piperidin-3-yl)-2'-oxo-1,1',2',4,6,7-hexahydrospiro[indole-5,3'-pyrrolo[2,3-b]pyridine]-2-carboxamide